ClC1=CC(=C(C=N1)NC(=O)C1(CN(C1)C1=NC=NC(=C1)C)C1=C(C=CC=C1)C(C)C)OC N-(6-chloro-4-methoxypyridin-3-yl)-3-(2-isopropylphenyl)-1-(6-methylpyrimidin-4-yl)azetidine-3-carboxamide